pentanamide bistrifluoroacetate FC(C(=O)O)(F)F.FC(C(=O)O)(F)F.C(CCCC)(=O)N